CC=1C=C(C=NNC2=C3N=CN(C3=NC(=N2)N2CCOCC2)CC2(COC2)C)C=CC1 4-(6-(2-(3-methylbenzylidene)hydrazinyl)-9-((3-methyloxetan-3-yl)methyl)-9H-purin-2-yl)Morpholine